C1(CCCCC1)N1CCC(CC1)NC1=NC(=NC2=CC(=C(C=C12)OC)OCCCN1CCCCC1)N1CCN(CCC1)C(C)C N-(1-Cyclohexyl-4-piperidinyl)-2-[hexahydro-4-(1-methylethyl)-1H-1,4-diazepin-1-yl]-6-methoxy-7-[3-(1-piperidinyl)propoxy]-4-quinazolinamine